1-(4-(8-(but-3-en-1-yloxy)imidazo[1,2-a]pyrazin-6-yl)-5-chloropyridin-2-yl)-N-ethylethan-1-amine C(CC=C)OC=1C=2N(C=C(N1)C1=CC(=NC=C1Cl)C(C)NCC)C=CN2